6-Methoxy-4-methylpyridine-2,3-diamine COC1=CC(=C(C(=N1)N)N)C